tert-butyl 11-ethyl-2-formyl-1,9-diazatricyclo[6.3.1.04,12]dodeca-2,4,6,8(12)-tetraene-9-carboxylate C(C)C1CN(C=2C=CC=C3C=C(N1C32)C=O)C(=O)OC(C)(C)C